FC(C(=O)O)(F)F.FC(C(=O)O)(F)F.C1NCC12CC(C2)N2CCC(CC2)C2CCC=1N(C2)C=C(N1)C1=CC(=C(C=C1)OC)OC 6-(1-(2-azaspiro[3.3]heptan-6-yl)piperidin-4-yl)-2-(3,4-dimethoxyphenyl)-5,6,7,8-tetrahydroimidazo[1,2-a]pyridine bis(2,2,2-trifluoroacetate)